5-fluoro-3,6-dimethyl-4-(trimethylsilyl)-1H-pyrazolo[3,4-b]Pyridine FC=1C(=C2C(=NC1C)NN=C2C)[Si](C)(C)C